CSC1=CC=C(C=C1)C(C(C)N1CCOCC1)=O [4-(methylthio)phenyl]-2-morpholino-1-propanone